CC=1N=C2N(N=C(C=C2C)C=2N=C3N(C(C2)=O)C=C(S3)C3CCN(CC3)C(=O)OC(C)(C)C)C1 tert-butyl 4-[7-(2,8-dimethylimidazo[1,2-b]pyridazin-6-yl)-5-oxo-thiazolo[3,2-a]pyrimidin-2-yl]piperidine-1-carboxylate